OC1CN(CC1)C(=O)OCC1=CC=CC=C1 benzyl 3-hydroxypyrrolidine-1-carboxylate